C(C)N(C1=CC2=C(C=C(O2)C(=O)N)C=C1)C 6-[ethyl(methyl)amino]-1-benzofuran-2-carboxamid